BrC1=CC=C(C=C1)CC(C(=O)O)\N=C/1\C2=CC=CC=C2C=2CC(CCC2C1=O)(C)C 3-(4-bromophenyl)-2-{[(9Z)-3,3-dimethyl-10-oxo-1,2,3,4,9,10-hexahydrophenanthr-9-ylidene]amino}propanoic acid